ClC1=C(C(=O)NC2=NC(=C(C=C2)C(=C)F)F)C=C(C=C1)NC(=O)[C@@H]1C([C@H]1C1=CC(=CC(=C1)Cl)Cl)(Cl)Cl 2-chloro-5-(trans-2,2-dichloro-3-(3,5-dichlorophenyl)cyclopropane-1-carboxamido)-N-(6-fluoro-5-(1-fluorovinyl)pyridin-2-yl)benzamide